CN(C(OC(C)(C)C)=O)C1CC(C1)(OC1=NC(=CC=2N1C=CN2)C=2C=NN(C2)C)C tert-butyl methyl((1s,3s)-3-methyl-3-((7-(1-methyl-1H-pyrazol-4-yl)imidazo[1,2-c]pyrimidin-5-yl)oxy)cyclobutyl)carbamate